FC(S(=O)(=O)OC1=CC=C(C=C1)CC1CN(C(O1)=O)C)(F)F 4-((3-methyl-2-oxooxazolidin-5-yl)methyl)phenyl trifluoromethanesulfonate